[5-(4-chlorophenyl)-3-methyl-triazol-4-yl]Methanol ClC1=CC=C(C=C1)C1=C(N(N=N1)C)CO